(S)-2-(4-(6-((4-cyano-2-fluorobenzyl)oxy)pyridin-2-yl)benzyl)-1-(oxetan-2-ylmethyl)-1H-thieno[2,3-d]imidazole-5-carboxylic acid C(#N)C1=CC(=C(COC2=CC=CC(=N2)C2=CC=C(CC=3N(C4=C(N3)SC(=C4)C(=O)O)C[C@H]4OCC4)C=C2)C=C1)F